FC1=C(C(=O)O)C=CC=C1F 2,3-Difluorobenzoic acid